BrC1=C(C=C(C=C1)S(=O)(=O)N(C)C1CC(C1)(F)F)C 4-bromo-N-(3,3-difluorocyclobutyl)-N,3-dimethylbenzenesulfonamide